FC=1C=C(C=CC1F)NC(=O)C=1N(C=C2C1OC[C@@H]1[C@H](NS2(=O)=O)CCN1C(=O)OCC)C ethyl (3aR,10aS)-8-((3,4-difluorophenyl)carbamoyl)-7-methyl-2,3,3a,4,10,10a-hexahydro-1H,7H-dipyrrolo[3,4-b:3',2'-f][1,4,5]oxathiazocine-1-carboxylate 5,5-dioxide